[Ge]=[Te].[Sb] antimony germanium telluride